2-bromo-5-(1-fluorocyclopropyl)-1,3,4-thiadiazole BrC=1SC(=NN1)C1(CC1)F